(R)-1-(5-(difluoromethoxy)-3-fluoropyridin-2-yl)-3-(oxetan-3-yl)-4-(4-(trifluoromethyl)benzyl)piperazine-2,5-dione FC(OC=1C=C(C(=NC1)N1C([C@H](N(C(C1)=O)CC1=CC=C(C=C1)C(F)(F)F)C1COC1)=O)F)F